sodium bisulfit S([O-])(O)=O.[Na+]